sodium furanate O1C(=CC=C1)C(=O)[O-].[Na+]